C1=CC=CC=2C3=CC=CC=C3C(C12)COC(=O)N[C@@H](CC1=CC=C(C=C1)O)C(=O)O (((9H-fluoren-9-yl)methoxy)carbonyl)-L-tyrosine